CC(C(C)(N)N)(N)N 2,2,3,3-butanetetraamine